4-[(2R)-4-{4-[4-(1,3-dioxolan-2-yl)piperidin-1-yl]phenyl}-2-methylpiperazin-1-yl]-2-(trifluoromethyl)benzonitrile O1C(OCC1)C1CCN(CC1)C1=CC=C(C=C1)N1C[C@H](N(CC1)C1=CC(=C(C#N)C=C1)C(F)(F)F)C